ethylene glycol e-bis(2-mercaptoacetate) SCC(=O)OCCOC(CS)=O